(S)-4-chloro-N-(8,9-difluoro-6-oxo-1,2,3,4,5,6-hexahydrobenzo[c][1,7]naphthyridin-1-yl)-6-fluoro-N-methyl-1H-indole-2-carboxamide ClC1=C2C=C(NC2=CC(=C1)F)C(=O)N(C)[C@H]1C=2C3=C(C(NC2CNC1)=O)C=C(C(=C3)F)F